FC(C1=NN=C(S1)N1N=CC2=C(C=C(C=C12)S(=O)(=O)NC1(CC1)C#N)N1CCN(CC1)C(=O)C1CCN(CC1)C)F 1-{[(1-[5-(difluoromethyl)(1,3,4-thiadiazol-2-yl)]-4-{4-[(1-methyl-(4-piperidyl))-carbonyl]piperazinyl}-1H-indazol-6-yl)sulfonyl]amino}cyclopropanecarbonitrile